6-(3-(4-methoxybenzyl)ureido)-N-(2-methyl-2-(pyridin-3-yl)propyl)spiro[3.3]heptane-2-carboxamide COC1=CC=C(CNC(NC2CC3(CC(C3)C(=O)NCC(C)(C=3C=NC=CC3)C)C2)=O)C=C1